N-(1-((1S,2R)-2-fluorocyclopropyl)-2-oxo-1,2-dihydropyridin-3-yl)-7-isopropoxy-2-((1S,4R)-1-methyl-2-oxabicyclo[2.2.1]heptan-4-yl)imidazo[1,2-a]pyridine-6-carboxamide F[C@H]1[C@H](C1)N1C(C(=CC=C1)NC(=O)C=1C(=CC=2N(C1)C=C(N2)[C@@]21CO[C@@](CC2)(C1)C)OC(C)C)=O